(R)-3-(6-(3-ethyl-2-fluoro-1H-pyrrolo[2,3-b]pyridine-5-yl)-2-(2-hydroxy-2-methylpropionyl)-1,2,3,4-tetrahydroisoquinolin-8-yl)morpholine-4-carboxylic acid tert-butyl ester C(C)(C)(C)OC(=O)N1[C@@H](COCC1)C=1C=C(C=C2CCN(CC12)C(C(C)(C)O)=O)C=1C=C2C(=NC1)NC(=C2CC)F